C(=C)C(C(=O)[O-])C(=O)[O-].[Na+].[Na+] sodium vinylmalonate